3-[3-(1-hydroxyethyl)-6-[5-[(6-methylpyridazin-3-yl)amino]benzimidazol-1-yl]-2-pyridyl]-3-azabicyclo[3.1.0]hexane-1-carbonitrile OC(C)C=1C(=NC(=CC1)N1C=NC2=C1C=CC(=C2)NC=2N=NC(=CC2)C)N2CC1(CC1C2)C#N